2,5-dichloro-4-(2-fluoro-5-nitrophenyl)pyrimidine isopropyl-hexadecanoate (isopropyl-palmitate) C(C)(C)C(C(=O)O)CCCCCCCCCCCCCC.C(C)(C)OC(CCCCCCCCCCCCCCC)=O.ClC1=NC=C(C(=N1)C1=C(C=CC(=C1)[N+](=O)[O-])F)Cl